1,1,1,3,5,5,5-Heptamethyltri-siloxan C[Si](O[SiH](O[Si](C)(C)C)C)(C)C